(2R,3S,4S,5R)-3-(2-ethyl-3,4-difluoro-phenyl)-4,5-dimethyl-5-(trifluoromethyl)tetrahydrofuran C(C)C1=C(C=CC(=C1F)F)[C@H]1CO[C@]([C@H]1C)(C(F)(F)F)C